monomethyl glycidyl ether C(C1CO1)OC